C12C=CC(C(C1)C(=O)O)C2.C21C=CC(C(C2)C(=O)O)C1.C12C=CC(C(C1)C(=O)O)C2.C(O)C(CC)(CO)CO trimethylolpropane tri-(norbornyl-2-ene-5-carboxylate)